[Ni](Cl)Cl nickel(II) Chloride